2-((1R,4S)-2-oxabicyclo[2.2.1]hept-4-yl)-7-isopropoxy-N-(pyrazolo[1,5-a]pyrimidin-3-yl)imidazo[1,2-a]pyridine-6-carboxamide [C@@H]12OC[C@@](CC1)(C2)C=2N=C1N(C=C(C(=C1)OC(C)C)C(=O)NC=1C=NN3C1N=CC=C3)C2